4-cyclohexyl-N6-(2-methoxy-4-morpholinophenyl)-3-(1-methyl-1H-1,2,3-triazol-4-yl)-1H-pyrazolo[3,4-d]pyrimidine-4,6-diamine C1(CCCCC1)C1(C=2C(=NC(=N1)NC1=C(C=C(C=C1)N1CCOCC1)OC)NNC2C=2N=NN(C2)C)N